6-(2-bromoacetyl)-2-[(4-methoxyphenyl)methyl]-4-(trifluoromethyl)-3H-isoindol-1-one BrCC(=O)C1=CC(=C2CN(C(C2=C1)=O)CC1=CC=C(C=C1)OC)C(F)(F)F